2-methylpropan-2-yl 9-(4-amino-5-bromo-7-methylpyrrolo[2,3-d]pyrimidin-6-yl)-3-azaspiro[5.5]undec-8-ene-3-carboxylate NC=1C2=C(N=CN1)N(C(=C2Br)C2=CCC1(CCN(CC1)C(=O)OC(C)(C)C)CC2)C